3-((R)-1-((R)-6-bromo-2-methyl-2,3-dihydroimidazo[1,2-a]pyridine-8-carboxamido)ethyl)-5-(trifluoromethyl)phenyl methanesulfonate CS(=O)(=O)OC1=CC(=CC(=C1)C(F)(F)F)[C@@H](C)NC(=O)C=1C=2N(C=C(C1)Br)C[C@H](N2)C